C1(CC1)C=1N=NN(C1)[C@@H](C(=O)N1[C@H](C[C@@H](C1)O)C(=O)NCC1CN(C2=CC=CC=C2C1)C)C(C)(C)C (2R,4S)-1-[(2R)-2-(4-cyclopropyltriazol-1-yl)-3,3-dimethyl-butanoyl]-4-hydroxy-N-[(1-methyl-3,4-dihydro-2H-quinolin-3-yl)methyl]pyrrolidine-2-carboxamide